tert-butyl 6-(2-cyano-1-iminoethyl)-2,6-diazaspiro[3.4]octane-2-carboxylate C(#N)CC(=N)N1CC2(CN(C2)C(=O)OC(C)(C)C)CC1